ClC1=C(N=C2N1CCCC2)C2=NC1=C(C=NC(=C1)C(F)(F)F)N2C 2-(3-chloro-5,6,7,8-tetrahydroimidazo[1,2-a]pyridin-2-yl)-3-methyl-6-(trifluoromethyl)imidazo[4,5-c]pyridine